2-fluoro-4-(trifluoromethyl)benzene FC1=CC=CC(=C1)C(F)(F)F